BrC1=C(C(=CC(=C1)F)Br)I 1,3-dibromo-5-fluoro-2-iodobenzene